FC1(CCC(CC1)[C@@H](C=1N=C2N(N=C(C(=N2)C2CCOCC2)C[C@@H]2C(NC[C@@H](C2)C(F)(F)F)=O)C1)NC(OCC1=CC=CC=C1)=O)F benzyl ((1S)-(4,4-difluorocyclohexyl)(2-(((3R,5R)-2-oxo-5-(trifluoromethyl)piperidin-3-yl)methyl)-3-(tetrahydro-2H-pyran-4-yl)imidazo[1,2-b][1,2,4]triazin-6-yl)methyl)carbamate